2-(3-methylbenzyl)-1,3-dioxolane CC=1C=C(CC2OCCO2)C=CC1